O=C1CC[C@@H]2N1CCN(C2)CCOC2=CC=C(C=C2)NC(NCC(=O)N)=O 2-(3-(4-(2-((S)-6-oxohexahydropyrrolo[1,2-a]pyrazin-2(1H)-yl)ethoxy)phenyl)ureido)acetamide